(S)-1'-(6-amino-5-((2-(trifluoromethyl)pyridin-3-yl)thio)pyrazin-2-yl)-1,3-dihydrospiro[indene-2,4'-piperidin]-1-amine NC1=C(N=CC(=N1)N1CCC2(CC1)[C@@H](C1=CC=CC=C1C2)N)SC=2C(=NC=CC2)C(F)(F)F